NCC(C)O (-)-1-amino-2-propanol